4-(Aminomethyl)anilin NCC1=CC=C(N)C=C1